C(C)N(CCCC)C(CC)O N-ethyl-N-butylaminopropanol